ClC1=C(C=CC(=C1)C)C(CNC(C1=CC(=NC=C1SC1=C(C(=CC=C1)C1CC1)F)C)=O)(F)F N-[2-(2-chloro-4-methylphenyl)-2,2-difluoroethyl]-5-[(3-cyclopropyl-2-fluorophenyl)thio]-2-methylisonicotinamide